difluoro-4,4'-biphenyldicarboxylic acid FC=1C(=C(C=CC1C(=O)O)C1=CC=C(C=C1)C(=O)O)F